2-(azetidin-3-ylidene)acetonitrile hydrochloride Cl.N1CC(C1)=CC#N